COC1=C(C=CC=C1)C1CCN(CC1)[C@H]1CC2(CN(C2)C=2OC=CN2)CC1 (R)-2-(6-(4-(2-methoxyphenyl)piperidin-1-yl)-2-azaspiro[3.4]oct-2-yl)oxazole